C1(=CC=CC=C1)OCC phenetol